COC=1C=C(CN)C=CC1OCC1=NC=CC(=C1C)OCC(F)(F)F 3-methoxy-4-{[3-methyl-4-(2,2,2-trifluoroethoxy)pyridine-2-yl]methoxy}benzylamine